3-Fluoro-10-(5-fluoro-pyridin-2-yl)-6-methyl-6,7-dihydro-4,6-diaza-dibenzo[a,c]cyclohepten-5-one FC=1C=CC2=C(C(N(CC3=C2C=C(C=C3)C3=NC=C(C=C3)F)C)=O)N1